FC(OC[C@H]1N(CCC1)C1=CC=C(C(=O)O)C=C1)F (S)-4-(2-((difluoromethoxy)methyl)pyrrolidin-1-yl)benzoic acid